C1(=CC=C(C=C1)C1=NN(C=C1C=O)C1=CC=CC=C1)C1=CC=CC=C1 ([1,1'-biphenyl]-4-yl)-1-phenyl-1H-pyrazole-4-carbaldehyde